C(C1=CC=CC=C1)OC=1C(=C(C=C(C1C)C1=C(C=CC(=C1)C)S(=O)(=O)[O-])C1=C(C=CC(=C1)C)S(=O)(=O)[O-])C=O 5-(benzyloxy)-4-formyl-6-methyl-1,3-phenylenebis(4-methylbenzenesulfonate)